C(C)OC(NC1=C(C=CC(=C1)Br)C#N)=O (5-Bromo-2-cyanophenyl)carbamic acid ethyl ester